ethyl (E)-4-{[4-(3-chloro-10,11-dihydro-5H-dibenzo[b,f]azepin-5-yl)butyl]-isopropyl-amino}but-2-enoate ClC=1C=CC2=C(N(C3=C(CC2)C=CC=C3)CCCCN(C/C=C/C(=O)OCC)C(C)C)C1